ethyl 2-(2-(3,6-dihydro-2H-pyran-4-yl)-5-ethyl-7-oxo-6-(piperazin-1-yl)-[1,2,4]triazolo[1,5-a]pyrimidin-4(7H)-yl)acetate O1CCC(=CC1)C1=NN2C(N(C(=C(C2=O)N2CCNCC2)CC)CC(=O)OCC)=N1